ClC1=CC=C(C(=O)NC(C)C2=NC=3CCCN(C3C=C2)C(C2=NC=CC(=C2)C(F)F)=O)C=C1 4-Chloro-N-(1-(5-(4-(difluoromethyl)picolinoyl)-5,6,7,8-tetrahydro-1,5-naphthyridin-2-yl)ethyl)benzamid